4-(3-(4-methoxyphenyl)-1,2,4-oxadiazol-5-yl)-N-phenylpiperazine-1-carboxamide COC1=CC=C(C=C1)C1=NOC(=N1)N1CCN(CC1)C(=O)NC1=CC=CC=C1